tert-butyl 4-{[7-(azetidin-1-ylcarbonyl)-5-{[2-(trimethylsilyl)ethoxy]methyl}-5H-pyrrolo[2,3-b]pyrazin-2-yl](methyl)amino}piperidine-1-carboxylate N1(CCC1)C(=O)C1=CN(C2=NC=C(N=C21)N(C2CCN(CC2)C(=O)OC(C)(C)C)C)COCC[Si](C)(C)C